C(C#CC)N1CCC(CC1)N1[C@@H](C(N(C=2C=NC(=NC12)NC1=C(C=C(C(=O)NC2CCN(CC2)C)C=C1)OC)C)=O)CC (R)-4-((8-(1-(2-butynyl)piperidin-4-yl)-7-ethyl-5-methyl-6-oxo-5,6,7,8-tetrahydropteridin-2-yl)amino)-3-methoxy-N-(1-methylpiperidin-4-yl)benzamide